C(C)(=O)OC1C(OC(C(C1OC(C)=O)NC(C)=O)OC1=CC=C(C=C1)C(\C=C\C1=CC=CC=C1)=O)COC(C)=O (E)-5-Acetamido-2-(acetoxymethyl)-6-(4-cinnamoylphenoxy)tetrahydro-2H-pyran-3,4-diyl diacetate